(S)-1-(3-(2-cyclobutylpyridin-4-yl)-1,2,4-oxadiazol-5-yl)ethan-1-amine C1(CCC1)C1=NC=CC(=C1)C1=NOC(=N1)[C@H](C)N